N[C@H](CCCO)C (S)-4-aminopentanol